disodium ethylenediamine tetraacetate cobalt salt [Co].C(C)(=O)ON(CCN(OC(C)=O)OC(C)=O)OC(C)=O.[Na].[Na]